3-(tert-butoxycarbonyl-amino)bicyclo[1.1.1]pentane-1-carboxylic acid C(C)(C)(C)OC(=O)NC12CC(C1)(C2)C(=O)O